methyl 6-chloro-2-oxo-1,2-dihydropyridine-3-carboxylate ClC1=CC=C(C(N1)=O)C(=O)OC